C(C=1C(C(=O)OCC(CCCC)(C)C)=CC=CC1)(=O)OCC(CCCC)(C)C di(2,2-dimethylhexyl) phthalate